CC1=NN(C(C1C(=O)[O-])=O)C1=CC=C(C=C1)OC(F)(F)F 3-methyl-5-oxo-1-(4-(trifluoromethoxy)phenyl)-4,5-dihydro-1H-pyrazole-4-carboxylate